Cl.CN(CCS)C 2-(dimethylamino)ethyl mercaptan hydrochloride